C(=C)C=1C=C(C=C(C1)S(=O)(=O)O)S(=O)(=O)O 5-ethenyl-1,3-benzenedisulfonic acid